tert-butyl 4-[(1-cyclopropyl-1H-imidazol-2-yl) methyl]-1-piperidinecarboxylate C1(CC1)N1C(=NC=C1)CC1CCN(CC1)C(=O)OC(C)(C)C